C1(=CC=CC=C1)C=1N=CC(=NC1C1=CC=CC=C1)NCCCCO 4-((5,6-diphenylpyrazin-2-yl)amino)butan-1-ol